L-4-Aminophenylalanine NC1=CC=C(C[C@H](N)C(=O)O)C=C1